NCC1=CC(=C(C(=C1)C)NC(=O)C1=CC2=C(OCCC3=C2SC=C3)C=C1C=1C(=NC(=CC1)C(NC1CCCC1)=O)C(=O)OC)C methyl 3-(9-((4-(aminomethyl)-2,6-dimethylphenyl)carbamoyl)-4,5-dihydrobenzo[b]thieno[2,3-d]oxepin-8-yl)-6-(cyclopentylcarbamoyl)picolinate